2-[4-[1-[4-(2-hydroxyethoxy)-3,5-bis(phenanthr-9-yl)-phenyl]-1-methylethyl]-2,6-bis(phenanthr-9-yl)-phenoxy]ethanol OCCOC1=C(C=C(C=C1C=1C2=CC=CC=C2C=2C=CC=CC2C1)C(C)(C)C1=CC(=C(OCCO)C(=C1)C=1C2=CC=CC=C2C=2C=CC=CC2C1)C=1C2=CC=CC=C2C=2C=CC=CC2C1)C=1C2=CC=CC=C2C=2C=CC=CC2C1